FC(C[C@@H](CCCO)NC(OC(C)(C)C)=O)(F)F tert-butyl (R)-(1,1,1-trifluoro-6-hydroxyhexan-3-yl)carbamate